Cl.FC1(C[C@H]2C([C@H]2C1)N)F |r| rac-(1R,5S,6R)-3,3-difluorobicyclo[3.1.0]hexan-6-amine hydrochloride